N-phenyl-[1,1'-biphenyl]-3-amine C1(=CC=CC=C1)NC=1C=C(C=CC1)C1=CC=CC=C1